C(C1=CC=CC=C1)OC=1C=C2C(=CNC2=CC1)\C=C(\C)/[N+](=O)[O-] (Z)-5-(benzyloxy)-3-(2-nitroprop-1-en-1-yl)-1H-indole